C12(CC3CC(CC(C1)C3)C2)C=2C=C(C=CC2O)C2=C(C=C(C=C2)C=CC(=O)O)CNC(=O)OC(C)(C)C 3-[3'-Adamantan-1-yl-2-(tert-butoxycarbonylamino-methyl)-4'-hydroxy-biphenyl-4-yl]-acrylic acid